benzyl 4-[tert-butyl(diphenyl)silyl]oxy-5-oxo-azepane-1-carboxylate [Si](C1=CC=CC=C1)(C1=CC=CC=C1)(C(C)(C)C)OC1CCN(CCC1=O)C(=O)OCC1=CC=CC=C1